6-bromoimidazo[1,2-a]pyrazin-8-amine BrC=1N=C(C=2N(C1)C=CN2)N